C(C1=CC=CC=C1)OC=1C(=NC=NC1OCC1=CC=CC=C1)CN1C(N(C(C1)C1=CC=C(C=C1)C#CC1=CC=C(CNCC(=O)N)C=C1)C(C)C)=O 2-((4-((4-(1-((5,6-bis(benzyloxy)pyrimidin-4-yl)methyl)-3-isopropyl-2-oxoimidazolin-4-yl)phenyl)ethynyl)benzyl)amino)acetamide